C=C(C(=O)[O-])CC1=CC(=C(C(=C1)C(C)(C)C)O)C(C)(C)C methylen-3-(3',5'-di-t-butyl-4-hydroxyphenyl)propionat